NC1=NC2=C(C=3N1N=C(N3)C=3OC=CC3)SC(N2CCN2CCN(CC2)C2=C(C=C(C=C2)OCC(C)(C)O)F)=O 5-amino-3-(2-(4-(2-fluoro-4-(2-hydroxy-2-methyl-propoxy)phenyl)piperazin-1-yl)ethyl)-8-(furan-2-yl)thiazolo[5,4-e][1,2,4]triazolo[1,5-c]pyrimidin-2(3H)-one